NOC=C aminooxyethylene